CC=1C=C(CN2CC=3C(N(C=4N(C3CC2)C=CN4)CC4=CC=CC=C4)=O)C=CC1 7-(3-methylbenzyl)-4-benzyl-6,7,8,9-tetrahydroimidazo[1,2-a]pyrido[3,4-e]pyrimidin-5(4H)-one